(1S,5R)-N,1,5-trimethyl-N-[6-[4-(1H-pyrazol-4-yl)-1,3-benzothiazol-7-yl]-1,2,4-triazin-3-yl]-8-azabicyclo[3.2.1]octan-3-amine CN(C1C[C@@]2(CC[C@](C1)(N2)C)C)C=2N=NC(=CN2)C2=CC=C(C=1N=CSC12)C=1C=NNC1